ClC=1C=C(C=NC1)C1=NC=CC(=C1)C1=CC(=C(C=C1F)[C@H](C)NC1=NC=CC2=C1CN(C2=O)CC)F (S)-4-((1-(4-(5'-chloro-[2,3'-bipyridinyl]-4-yl)-2,5-difluorophenyl)ethyl)amino)-2-ethyl-2,3-dihydro-1H-pyrrolo[3,4-c]pyridin-1-one